[1,1'-bis(di-tert-butyl-phosphino)ferrocene] palladium (II) dichloride [Pd](Cl)Cl.C(C)(C)(C)P([C-]1C=CC=C1)C(C)(C)C.[C-]1(C=CC=C1)P(C(C)(C)C)C(C)(C)C.[Fe+2]